C(CCC)OC1=CC=C(C=C1)S(=O)(=O)C=1C=NC2=CC=C(C=C2C1N1C=NC=C1)C(=O)OCC ethyl 3-((4-butoxyphenyl)sulfonyl)-4-(1H-imidazol-1-yl)quinoline-6-carboxylate